(S)-2-amino-3-(5-hydroxy-1H-indol-3-yl)propyl (3-((4-aminobutyl)amino)propyl)carbamate NCCCCNCCCNC(OC[C@H](CC1=CNC2=CC=C(C=C12)O)N)=O